CN(C=NN)C N,N-dimethylformhydrazonamide